2-(2-Chloro-6-methylphenoxy)-4-[2,6-dioxo-4-(trifluoromethyl)-3,6-dihydropyrimidin-1(2H)-yl]-5-fluorobenzonitrile ClC1=C(OC2=C(C#N)C=C(C(=C2)N2C(NC(=CC2=O)C(F)(F)F)=O)F)C(=CC=C1)C